FC1=CC=C(C=C1)C1NCCC1 2-(4-fluorophenyl)pyrrolidin